ClC=1C=NC(=NC1)CC=1C(=NC(=NC1)C1CC1)C1=CC(=C(C=C1)F)F 5-[(5-chloropyrimidin-2-yl)methyl]-2-cyclopropyl-4-(3,4-difluorophenyl)pyrimidine